methyl (1r,4r)-4-(ethyl(3-fluoro-4-nitrobenzyl)amino)cyclohexane-1-carboxylate C(C)N(C1CCC(CC1)C(=O)OC)CC1=CC(=C(C=C1)[N+](=O)[O-])F